(4-(1-(3-chloropicolinoyl)pyrrolidin-3-yl)-3-(hydroxymethyl)phenyl)(p-tolyl)methanone ClC=1C(=NC=CC1)C(=O)N1CC(CC1)C1=C(C=C(C=C1)C(=O)C1=CC=C(C=C1)C)CO